trans-methyl 1-[(1R,2S)-2-hydroxycyclopentyl]pyrazole-4-carboxylate O[C@@H]1[C@@H](CCC1)N1N=CC(=C1)C(=O)OC